FC(COC=1C=CC(=NC1)C=1C(=NC=CN1)C(C)=O)(F)F 1-[3-[5-(2,2,2-trifluoroethoxy)-2-pyridyl]pyrazin-2-yl]ethanone